methyl 4-[[1-[[4-[[2-(hydroxycarbamoyl)-4-methyl-pentanoyl]amino]phenyl]methyl]triazol-4-yl]methylsulfamoyl]benzoate ONC(=O)C(C(=O)NC1=CC=C(C=C1)CN1N=NC(=C1)CNS(=O)(=O)C1=CC=C(C(=O)OC)C=C1)CC(C)C